Neopentyl glycol dipelargonate C(CCCCCCCC)(=O)OCC(C)(COC(CCCCCCCC)=O)C